Cl.N1=CC(=CC=C1)C(=C)C1=NNC2=NC(=CN=C21)N2CCC1(CC2)[C@@H](C2=CC=CC=C2C1)N (S)-1'-(3-(1-(pyridin-3-yl)vinyl)-1H-pyrazolo[3,4-b]pyrazin-6-yl)-1,3-dihydro-spiro[indene-2,4'-piperidine]-1-amine hydrochloride